N-tert-butoxycarbonyl-aminopropyne C(C)(C)(C)OC(=O)NC#CC